3,5-dicarboxybenzenesulfonic acid sodium salt [Na+].C(=O)([O-])C=1C=C(C=C(C1)C(=O)[O-])S(=O)(=O)[O-].[Na+].[Na+]